(Z)-1-(3-(5-(dimethylamino)-2-propylphenyl)-4-oxothiazolidin-2-ylidene)-3-(4-(3-(4-(trifluoromethoxy)phenyl)-1H-1,2,4-triazol-1-yl)phenyl)urea CN(C=1C=CC(=C(C1)N1/C(/SCC1=O)=N/C(=O)NC1=CC=C(C=C1)N1N=C(N=C1)C1=CC=C(C=C1)OC(F)(F)F)CCC)C